1-(7-bromo-6-fluoro-5-iodo-benzotriazol-1-yl)-2-methyl-propan-2-ol BrC1=C(C(=CC2=C1N(N=N2)CC(C)(O)C)I)F